(R)-2-(5-methyl-6-(1-(piperidin-4-ylmethyl)piperidin-4-yl)-6,7,8,9-tetrahydro-5H-pyrido[3',4':4,5]pyrrolo[2,3-c]pyridazin-3-yl)phenol C[C@H]1N(CCC2=C1C1=C(N=NC(=C1)C1=C(C=CC=C1)O)N2)C2CCN(CC2)CC2CCNCC2